ClC1=NC=C2N=C(N(C2=N1)C1CCC(CC1)(F)F)Cl 2,8-dichloro-9-(4,4-difluorocyclohexyl)-9H-purine